2-benzyl-6-(piperazin-1-yl)-2H-pyrazolo[3,4-b]pyridine C(C1=CC=CC=C1)N1N=C2N=C(C=CC2=C1)N1CCNCC1